N-(3-(2-((2-methoxy-4-morpholinylphenyl)amino)quinazolin-8-yl)phenyl)acrylamide COC1=C(C=CC(=C1)N1CCOCC1)NC1=NC2=C(C=CC=C2C=N1)C=1C=C(C=CC1)NC(C=C)=O